CN(CCOC=1C(=C(C(=O)[O-])C=CC1)C(F)(F)F)C 2-(dimethylamino)ethoxyl-2-(trifluoromethyl)benzoate